6-(4-bromophenoxy)-2,2,3,3,10,10,11,11-octamethyl-4,9-dioxa-3,10-disiladodecane BrC1=CC=C(OC(CO[Si](C(C)(C)C)(C)C)CCO[Si](C(C)(C)C)(C)C)C=C1